FC=1C(=C(C=CC1F)C(=O)N1CC(C1)NC(CCN(C)CCO)=O)NC1=C(C=C(C=C1)I)F N-[1-({3,4-difluoro-2-[(2-fluoro-4-iodophenyl)amino]phenyl}carbonyl)azetidin-3-yl]-N3-(2-hydroxyethyl)-N3-methyl-beta-alaninamide